tert-butyl {[4-(azidoacetyl)bicyclo[2.2.2]octan-1-yl]methyl}carbamate N(=[N+]=[N-])CC(=O)C12CCC(CC1)(CC2)CNC(OC(C)(C)C)=O